tert-butyl-[(3R)-3-(6-chloropyrazolo[3,4-d]pyrimidin-1-yl)butoxy]-dimethyl-silane C(C)(C)(C)[Si](C)(C)OCC[C@@H](C)N1N=CC=2C1=NC(=NC2)Cl